1-[(1S)-1-(4-pyridyl)ethyl]urea N1=CC=C(C=C1)[C@H](C)NC(=O)N